C(C1=CC=CC=C1)C1=CN=C(O1)C(=O)N[C@@H]1C(N(C2=C(O[C@@H]1C)C=CC=N2)C)=O 5-benzyl-N-((2R,3S)-2,5-dimethyl-4-oxo-2,3,4,5-tetrahydropyrido[3,2-b][1,4]oxazepin-3-yl)oxazol-2-carboxamide